tert-butyl 1-(1-hydroxy-2-methylpropan-2-yl)-1H-pyrrole-3-carboxylate OCC(C)(C)N1C=C(C=C1)C(=O)OC(C)(C)C